6-Bromo-2-[[(2S)-2-methylpyrrolidin-1-yl]methyl]-1H-pyrrolo[3,2-b]pyridine BrC=1C=C2C(=NC1)C=C(N2)CN2[C@H](CCC2)C